NCC=1C=C(NC2CCCC2)C=CC1 3-(aminomethyl)-N-cyclopentylaniline